carbamic acid Cbz ester C(=O)(OCC1=CC=CC=C1)OC(N)=O